ClC1=C(C(=C(C=C1)C1=CC=C(C=C1)OCC1=NN(C=C1)C)F)C1C(NC(CC1)=O)=O 3-(4-chloro-2-fluoro-4'-((1-methyl-1H-pyrazol-3-yl)methoxy)-[1,1'-biphenyl]-3-yl)piperidine-2,6-dione